5-[(4-iodophenoxymethylthio)methyl]oxazol-2(3H)-one IC1=CC=C(OCSCC2=CNC(O2)=O)C=C1